C(C)OC(C(C)(C)OC1=NNC=C1)=O 2-(1H-pyrazol-3-yl)oxy-2-methylpropanoic acid ethyl ester